4-((5-(3,5-Dimethylisoxazol-4-yl)-2-methylphenyl)(5-formylpentyl)amino)phenylcyclopropanecarbonitrile CC1=NOC(=C1C=1C=CC(=C(C1)N(C1=CC=C(C=C1)C1(CC1)C#N)CCCCCC=O)C)C